CC1N(C1)CCC(=O)O.CC1N(C1)CCC(=O)O.CC1N(C1)CCC(=O)O.C(O)C(CC)(CO)CO trimethylolpropane tri-[3-(2-methylaziridinyl) propionate]